C(C)C(CCC(=O)O)CCCC 4-Ethyl-caprylic acid